5-(trifluoromethyl)-4H-3,1-benzoxazin-2-amine FC(C1=CC=CC2=C1COC(=N2)N)(F)F